6-(Cyclopropanecarboxamido)-4-((2-(methoxy-d3)-3-(1-methyl-1H-1,2,4-triazol-3-yl)phenyl)amino)pyridazine-3-carboxylic acid zinc [Zn].C1(CC1)C(=O)NC1=CC(=C(N=N1)C(=O)O)NC1=C(C(=CC=C1)C1=NN(C=N1)C)OC([2H])([2H])[2H]